O[C@@H]1[C@H](C[C@H]([C@@H]1O)N1C=CC2=C1N=CN=C2NC)CNC(=O)C2CNCCC2 N-(((1R,2R,3S,4R)-2,3-dihydroxy-4-(4-(methylamino)-7H-pyrrolo[2,3-d]pyrimidin-7-yl)cyclopentyl)methyl)piperidine-3-carboxamide